3-[5-(methoxymethyl)isoxazol-3-yl]-[1,2,4]triazole COCC1=CC(=NO1)C1=NNC=N1